N1NCC=C1 1,2-Dihydro-3H-pyrazol